COCCNC(O)=O (E)-(2-methoxyethyl)carbamic acid